CC1(CCN(CC1)CC1=CC(=C(C=C1F)N1CC(NC2(C1)CCNCC2)=O)F)C 4-(4-((4,4-dimethylpiperidin-1-yl)methyl)-2,5-difluorophenyl)-1,4,9-triazaspiro[5.5]undecan-2-one